(4-chloro-6-((cis)-3-fluoro-4-((1-methyl-1H-indazol-5-yl)oxy)piperidin-1-yl)-5-methylpyrimidin-2-yl)methanol ClC1=NC(=NC(=C1C)N1C[C@H]([C@H](CC1)OC=1C=C2C=NN(C2=CC1)C)F)CO